BrC1=C(C2C(S1)C=C(S2)Br)Br 2,3,5-Tribromo-3a,6a-Dihydrothieno[3,2-b]Thiophene